FC1=CC=C(OC2=C[C@@]3(C(CN(C3)C[C@@H](O)C=3C=C4CCC(NC4=CC3)=O)=C2)O)C=C1 6-((S)-2-((3as,5S,6ar)-5-(4-fluorophenoxy)-3a-hydroxycyclopenta[c]pyrrol-2(1H)-yl)-1-hydroxyethyl)-3,4-dihydroquinolin-2(1H)-one